C12(CC(C1)C2)N2N=NC(=C2)[C@H](C2=C1C=CC=NC1=C(C=C2)F)NC=2C=C1C(=C(C=NC1=C(C2)C#N)C#N)NCC(C)(C)C (S)-6-(((1-(bicyclo[1.1.1]pentan-1-yl)-1H-1,2,3-triazol-4-yl)(8-fluoroquinolin-5-yl)methyl)amino)-4-(neopentylamino)quinoline-3,8-dicarbonitrile